N-(1-(2-(1,1-difluoroethyl)-6-methylpyrimidin-4-yl)-3-(3-(dimethylamino)-3-methylpyrrolidin-1-yl)-1H-pyrazolo[4,3-c]pyridin-6-yl)acetamide FC(C)(F)C1=NC(=CC(=N1)N1N=C(C=2C=NC(=CC21)NC(C)=O)N2CC(CC2)(C)N(C)C)C